Rubidium tetrafluoroborate salt F[B-](F)(F)F.[Rb+]